COC1=NC=2CCN(CC2C=C1NC=1N=CC2=C(N1)C(=NC=C2)N2C(CCC2)=O)C 1-(2-((2-methoxy-6-methyl-5,6,7,8-tetrahydro-1,6-naphthyridin-3-yl)amino)pyrido[3,4-d]pyrimidin-8-yl)pyrrolidin-2-one